3-(8-((4-(aminomethyl)-2-methylphenyl)carbamoyl)-4H-thieno[3,4-c]chromen-7-yl)-6-(propylcarbamoyl)picolinic acid NCC1=CC(=C(C=C1)NC(=O)C1=CC=2C=3C(COC2C=C1C=1C(=NC(=CC1)C(NCCC)=O)C(=O)O)=CSC3)C